C1(=CC=CC=C1)P1(C=C(CC1)C)=O 1-phenyl-3-methyl-1-oxo-phospholene